[N+](=O)(O)[O-].C(CC)N1CN(C=C1)CCCC 1-propyl-3-butylimidazole nitrate